C(C)C1=C(C2=CC=CC=C2C(=C1)OC(CCCCCCCCCC)=O)OC(CCCCCCCCCC)=O 2-ethyl-1,4-bis(n-undecanoyloxy)naphthalene